COC=1C(=CC=2C3=C(C=NC2C1)OC(N3CC3CCN(CC3)S(=O)(=O)N)=O)OC 4-((7,8-dimethoxy-2-oxooxazolo[5,4-c]quinolin-1(2H)-yl)methyl)piperidine-1-sulfonamide